C=1C=C(N2C1C=CC=C2)C#N pyrrolo[1,5-a]pyridine-3-carbonitrile